(1R,5S,7s)-9-(5-chloro-4-(methylsulfonyl)pyrimidin-2-yl)-3-oxa-9-azabicyclo[3.3.1]-nonan-7-ol ClC=1C(=NC(=NC1)N1[C@H]2COC[C@@H]1CC(C2)O)S(=O)(=O)C